O=C1NC(CCC1N1C(C2=C(C3=C(CNC(O3)=O)C=C2)C1)=O)=O 8-(2,6-dioxo-3-piperidyl)-4,9-dihydro-3H-pyrrolo[3,4-h][1,3]benzoxazine-2,7-dione